2-(3,5-dimethylisoxazol-4-yl)-N-(5-{[(2S,5R)-2,5-dimethyl-4-(tetrahydro-2H-pyran-4-ylmethyl)piperazin-1-yl]carbonyl}-6,6-dimethyl-1,4,5,6-tetrahydropyrrolo[3,4-c]pyrazol-2-yl)acetamide CC1=NOC(=C1CC(=O)NN1NC2=C(C1)CN(C2(C)C)C(=O)N2[C@H](CN([C@@H](C2)C)CC2CCOCC2)C)C